ClC1=CC=C(C=C1)N(C(=O)OCC1CCC(CC1)COCC(=O)O)C1=CC=C(C=C1)O 2-(((1r,4r)-4-(((4-Chlorophenyl)(4-hydroxyphenyl)carbamoyloxy)methyl)cyclohexyl)methoxy)acetic Acid